(S)-8-(5-cyclohexylthiazol-2-yl)-4,9-dioxo-octahydro-2H-pyrazino[1,2-a]pyrazine-2-carbonitrile C1(CCCCC1)C1=CN=C(S1)N1C([C@H]2N(C(CN(C2)C#N)=O)CC1)=O